BrC=1C(=NC=CC1Cl)N 3-bromo-4-chloropyridin-2-amine